acetylphenyl-boric acid C(C)(=O)C1=C(C=CC=C1)OB(O)O